CC1(CC1)C1=CNC=2N=CN=C(C21)N[C@H]2CN(CCC2)C(=O)OC(C)(C)C tert-butyl (R)-3-((5-(1-methylcyclopropyl)-7H-pyrrolo[2,3-d]pyrimidin-4-yl)-amino)-piperidine-1-carboxylate